N1CC(C1)C1=NC=2C(=NC(=CC2)C(F)(F)F)N1C=1C=C2CCNC2=CC1 5-[2-(Azetidin-3-yl)-5-(trifluoromethyl)imidazo[4,5-b]pyridin-3-yl]indolin